C(=O)C1=NC=C(C(=C1C)OC)C 2-formyl-4-methoxy-3,5-dimethylpyridine